epoxyurea N1C(=O)NO1